2,4,4-Tri-methylpent-1-en CC(=C)CC(C)(C)C